C(C)OC(CCN(C(CC(=O)OCC)=O)C(C)(C)CC)=O ethyl 3-((3-ethoxy-3-oxopropyl) (tert-amyl) amino)-3-oxopropanoate